SC(C(=O)O)C(C(=O)O)S.C1(=CC=CC=C1)P(C1=CC=CC=C1)C1=CC=CC=C1 (triphenylphosphine) 2,3-dimercaptosuccinate